3-(trifluoromethyl)-6a,7,9,10-tetrahydro-8H-pyrazino[1,2-a][1,8]Naphthyridine FC(C1=CC=2C=CC3N(C2N=C1)CCNC3)(F)F